CC1=C(C=CC=C1)C1C(COCC2C(O2)C2=C(C=CC=C2)C)O1 o-methylbenzeneglycidyl ether